NC1=C(C=CC=C1)NC(CCCCCCCN1N=C(C=2C(C1=O)=NN(C2C)C2=CC=C(C=C2)C)C)=O N-(2-aminophenyl)-8-(3,4-dimethyl-7-oxo-2-(p-tolyl)-2,7-dihydro-6H-pyrazolo[3,4-d]pyridazin-6-yl)octanamide